N-[(1S)-1-[4-({2-chloro-7-[(1S)-1-methoxyethyl]-[1,2,4]triazolo[1,5-a]pyrimidin-6-yl}amino)phenyl]-2,2,2-trifluoroethyl]-1-methanesulfonyl-N-methylpyrrolidine-3-carboxamide ClC1=NN2C(N=CC(=C2[C@H](C)OC)NC2=CC=C(C=C2)[C@@H](C(F)(F)F)N(C(=O)C2CN(CC2)S(=O)(=O)C)C)=N1